3,5-difluoro-4-trifluoromethoxyphenylboronic acid FC=1C=C(C=C(C1OC(F)(F)F)F)B(O)O